N-(1,6-dimethyl-9H-xanthen-9-yl)-4-ethyl-2-oxo-6-(trifluoromethyl)-1,2-dihydropyridine-3-carboxamide CC1=CC=CC=2OC3=CC(=CC=C3C(C12)NC(=O)C=1C(NC(=CC1CC)C(F)(F)F)=O)C